6,11b-(epiminoethano)naphtho[1,2-d]azepine-5a,10(1H)-diol C1C=NC=CC2(C13C1=CC(=CC=C1C=C2NCC3)O)O